1-tert-butyl 2-methyl 4-(7,8-dichloro-4-(1H-imidazol-1-yl)quinolin-2-yl)piperazine-1,2-dicarboxylate ClC1=CC=C2C(=CC(=NC2=C1Cl)N1CC(N(CC1)C(=O)OC(C)(C)C)C(=O)OC)N1C=NC=C1